Methyl (3S)-1-(4-{8-cyclopropyl-3-methyl-6-[methyl-1,2,3,4-tetrahydroisoquinoline-2-carbonyl]imidazo[1,2-a]pyridin-2-yl}-3-fluorophenyl)pyrrolidine-3-carboxylate C1(CC1)C=1C=2N(C=C(C1)C(=O)N1C(C3=CC=CC=C3CC1)C)C(=C(N2)C2=C(C=C(C=C2)N2C[C@H](CC2)C(=O)OC)F)C